CC(C)(C)OC(=O)N1C[C@@H](C[C@H]1C(=O)O)C(F)(F)F (trifluoromethyl)pyrrolidine-2-carboxylic acid